ClC1=CC=C2C(=CNC2=C1)S(=O)(=O)NC1=NC=C(C(=N1)OC)CCOC 6-chloro-N-[4-methoxy-5-(2-methoxyethyl)pyrimidin-2-yl]-1H-indole-3-sulfonic acid amide